2,2'-(4-(3,7-dimethyloct-1,6-dienyl)-1,3-phenylene)bis(oxy)diacetic amide CC(C=CC1=C(C=C(C=C1)OCC(=O)N)OCC(=O)N)CCC=C(C)C